CN(CCCCCCCCCCCCC)C dimethyl-(tridecyl)amine